NC=1C=2N(C=CN1)C(=NC2C2=CC=C(C(=O)NC=1SC(=CN1)CC)C=C2)C2N(CCCC2)C(\C=C\COC)=O (E)-4-(8-Amino-3-(1-(4-methoxybut-2-enoyl)piperidin-2-yl)imidazo[1,5-a]pyrazin-1-yl)-N-(5-ethylthiazol-2-yl)benzamide